C(C1=CC=CC=C1)N1C2CN(CC1C2)C2=CC=C(C=N2)C=2C=1N(C=C(N2)C=2C=NN(C2)C2CCNCC2)N=CC1C#N 4-(6-(6-benzyl-3,6-diazabicyclo[3.1.1]heptan-3-yl)pyridin-3-yl)-6-(1-(piperidin-4-yl)-1H-pyrazol-4-yl)pyrazolo[1,5-a]pyrazine-3-carbonitrile